butyl-amylamine C(CCC)NCCCCC